(E)-4-(4-(4-cyanostyryl)benzamido)-N-(5-((3-(ethylamino)-3-iminopropyl)carbamoyl)-1-methyl-1H-pyrrol-3-yl)-1-methyl-1H-pyrrole-2-carboxamide C(#N)C1=CC=C(C=CC2=CC=C(C(=O)NC=3C=C(N(C3)C)C(=O)NC3=CN(C(=C3)C(NCC\C(=N/[H])\NCC)=O)C)C=C2)C=C1